FC(C(=O)O)(F)F.CC(CCCCCC)=O octane-2-one trifluoroacetate salt